(2,6-dibromo-4-cyanophenyl) heptanoate C(CCCCCC)(=O)OC1=C(C=C(C=C1Br)C#N)Br